1-(4-((1R,2S)-4,4-difluoro-6-hydroxy-2-isobutyl-1,2,3,4-tetrahydronaphthalen-1-yl)phenyl)piperidine-4-carbaldehyde FC1(C[C@@H]([C@@H](C2=CC=C(C=C12)O)C1=CC=C(C=C1)N1CCC(CC1)C=O)CC(C)C)F